(E)-3-(4-aminobut-1-en-1-yl)-N-(2,6-dioxopiperidin-3-yl)-N-methylbenzamide NCC/C=C/C=1C=C(C(=O)N(C)C2C(NC(CC2)=O)=O)C=CC1